FC=1C(=NC(=NC1)C(=O)N[C@@H]1C(N(C2=C(OC1)C=C(C=N2)F)C)=O)C2=C(C=C(C=C2)F)C (S)-5-fluoro-4-(4-fluoro-2-methylphenyl)-N-(8-fluoro-5-methyl-4-oxo-2,3,4,5-tetrahydropyrido[3,2-b]-[1,4]oxazepin-3-yl)pyrimidine-2-carboxamide